1-(3'-methyl-[2,2'-bipyridin]-5-yl)-1H-pyrrolo[2,3-b]pyridine CC=1C(=NC=CC1)C1=NC=C(C=C1)N1C=CC=2C1=NC=CC2